5-tert-butyl-N-[[4-[6-[4-[[3-[4-(2,6-dioxo-3-piperidyl)phenyl]-1-piperidyl]methyl]phenyl]pyrrolo[2,1-f][1,2,4]triazin-4-yl]-2-methyl-phenyl]methyl]-1,2,4-oxadiazole-3-carboxamide C(C)(C)(C)C1=NC(=NO1)C(=O)NCC1=C(C=C(C=C1)C1=NC=NN2C1=CC(=C2)C2=CC=C(C=C2)CN2CC(CCC2)C2=CC=C(C=C2)C2C(NC(CC2)=O)=O)C